4-(Difluoromethoxy)-3-[2-(5-fluoropyridin-3-yl)ethynyl]-N-[(5S,6S)-6-hydroxy-spiro[2.4]heptan-5-yl]benzamide FC(OC1=C(C=C(C(=O)N[C@H]2CC3(CC3)C[C@@H]2O)C=C1)C#CC=1C=NC=C(C1)F)F